4-((2-cyclohexyl-4,5,6,7-tetrahydrobenzo[d]thiazol-4-yl)amino)-2-cyclopropylpyrimidine-5-carbonitrile C1(CCCCC1)C=1SC2=C(N1)C(CCC2)NC2=NC(=NC=C2C#N)C2CC2